CN1C(=NN=C1)CC1(COC1)C=1C=C(C=CC1)C1=NC2=C(N1)C(=CC(=C2)CN2CCCC2)C(F)(F)F 2-(3-(3-((4-Methyl-4H-1,2,4-triazol-3-yl)methyl)oxetan-3-yl)phenyl)-5-(pyrrolidin-1-ylmethyl)-7-(trifluoromethyl)-1H-benzo[d]imidazole